1-(6-(4-(1,6-dimethyl-1H-indazol-7-yl)-3-fluoro-7,7-dimethyl-7,8-dihydro-5H-pyrano[4,3-b]pyridin-2-yl)-2,6-diazaspiro[3.4]octan-2-yl)-2-propen-1-one CN1N=CC2=CC=C(C(=C12)C1=C2C(=NC(=C1F)N1CC3(CN(C3)C(C=C)=O)CC1)CC(OC2)(C)C)C